CN(CC(=O)N1CCC(CC1)C=1C=C2C(=C(NC2=CC1)C=1C(=CC=2N(N1)N=CN2)C)C(C)C)C 2-(dimethylamino)-1-(4-(3-isopropyl-2-(7-methyl-[1,2,4]triazolo[1,5-b]pyridazin-6-yl)-1H-indol-5-yl)piperidin-1-yl)ethan-1-one